OC1C2(C3(CCC(C2CC1)C3)C)O bishydroxy-methyltricyclo-(5.2.1.02,6)decane